tert-Butyl 6-(4-bromo-3-(trifluoromethoxy)phenyl)-6-hydroxy-2-azaspiro[3.3]heptane-2-carboxylate BrC1=C(C=C(C=C1)C1(CC2(CN(C2)C(=O)OC(C)(C)C)C1)O)OC(F)(F)F